FC=1C=2N(C=C(C1)NC(=O)C1=CC=C(C3=C1N=NN3COCC[Si](C)(C)C)N3C[C@@H](N([C@H](C3)C)C(=O)OC(C)(C)C)C)C=C(N2)C tert-butyl (2S,6S)-4-[7-[(8-fluoro-2-methyl-imidazo[1,2-a]pyridin-6-yl)carbamoyl]-3-(2-trimethylsilylethoxymethyl)benzotriazol-4-yl]-2,6-dimethyl-piperazine-1-carboxylate